O=C1NC(CCC1N1C(C2=CC=C(C=C2C1=O)OCCCCC#CC1=CC=C(C=C1)OC1CC(C1)OC1=NC=C(C=C1)C=1C=CC=2C3=C(N(C2C1)C)C=CN=C3)=O)=O 2-(2,6-dioxopiperidin-3-yl)-5-((6-(4-((1r,3r)-3-((5-(5-methyl-5H-pyrido[4,3-b]indol-7-yl)pyridin-2-yl)oxy)cyclobutoxy)phenyl)hex-5-yn-1-yl)oxy)isoindoline-1,3-dione